N[C@]1([C@@H](CC[C@H](C1)CCB(O)O)CNC([C@H](C)N)=O)C(=O)O (1R,2S,5R)-1-amino-2-(((S)-2-aminopropanamido)methyl)-5-(2-boronoethyl)cyclohexane-1-carboxylic acid